2-(dimethylamino)-3-phenylpropyl (aminocarbonyl)carbamate NC(=O)NC(OCC(CC1=CC=CC=C1)N(C)C)=O